(2S,4R)-allyl 4-(2-((1R,3R)-1-(allyloxy)-3-((2S,3S)-N,3-dimethyl-2-((R)-1-methylpiperidine-2-carboxamido)pentanamido)-4-methylpentyl)thiazole-4-carboxamido)-2-methyl-5-phenylpentanoate C(C=C)O[C@H](C[C@H](C(C)C)N(C([C@H]([C@H](CC)C)NC(=O)[C@@H]1N(CCCC1)C)=O)C)C=1SC=C(N1)C(=O)N[C@H](C[C@@H](C(=O)OCC=C)C)CC1=CC=CC=C1